benzyl 7,10-dibromo-2,2-dimethyl-6,11-dioxo-1,2,4,5,6,11-hexahydro-3H-naphtho[2,3-d]azepine-3-carboxylate BrC1=C2C(C3=C(CC(N(CC3)C(=O)OCC3=CC=CC=C3)(C)C)C(C2=C(C=C1)Br)=O)=O